C1(CCCC1)N1C(C(N(CC1)CC=1C=NC(=CC1)N1CC(CC1)F)=O)=O 1-cyclopentyl-4-((6-(3-fluoropyrrolidin-1-yl)pyridin-3-yl)methyl)piperazine-2,3-dione